C1(=CC=CC=C1)N(C1=CC=C(C=C1)C1=CC=C(N(C=2C=C(C=CC2)C)C2=CC=CC=C2)C=C1)C=1C=C(C=CC1)C N,N'-diphenyl-N,N'-di-m-tolylbenzidine